COCCN1C(=CC2=CC(=CC=C12)N)C1=CC=CC=C1 1-(2-methoxyethyl)-2-phenyl-1H-indol-5-amine